4-(4-(2-[5-chloro-1-(2-hydroxyethyl)-2-oxo-1,2-dihydrospiro[indole-3,4'-piperidin]-1'-yl]ethoxy)-2-(trifluoromethyl)benzoyl)-1λ6-thiomorpholine-1,1-dione ClC=1C=C2C(=CC1)N(C(C21CCN(CC1)CCOC1=CC(=C(C(=O)N2CCS(CC2)(=O)=O)C=C1)C(F)(F)F)=O)CCO